1-(2-chlorobenzyl)-1H-indol ClC1=C(CN2C=CC3=CC=CC=C23)C=CC=C1